1-methylimidazole bromide [Br-].CN1C=NC=C1